ClC=1N=C(SC1)C=1N=NN(C1)[C@@H]1[C@H]([C@@H](SC=2C(=NC=C(C2)Cl)C(NN2CCC2)=O)O[C@@H]([C@@H]1O)CO)OC 5-chloro-2-(N-azetidinylcarbamoyl)-3-pyridinyl 3-[4-(4-chlorothiazol-2-yl)-1H-1,2,3-triazol-1-yl]-3-deoxy-2-O-methyl-1-thio-alpha-D-galactopyranoside